C(C)(C)(C)OC(NCC=1N(N=C(C1)C(N(C)C)=O)CC(=O)NC(C)(C)C)=O.OC1=C(C2=C(NN=N2)C=C1)C1=CC=CC(=C1)C hydroxy-5-methylphenyl-benzotriazole tert-butyl-N-[[2-[2-(tert-butylamino)-2-oxo-ethyl]-5-(dimethylcarbamoyl)pyrazol-3-yl]methyl]carbamate